IC1=CC=C(OC(C)C2=NN(C=C2)C)C=C1 3-(1-(4-iodophenoxy)ethyl)-1-methyl-1H-pyrazole